2-(4,4,5,5-tetramethyl-1,3,2-dioxaborolan-2-yl)cyclopropane-1-carboxamide CC1(OB(OC1(C)C)C1C(C1)C(=O)N)C